N-(2-(((2R,3R,4R,5R)-5-(2,4-dioxo-3,4-dihydropyrimidin-1(2H)-yl)-2-(hydroxymethyl)-4-methoxytetrahydrofuran-3-yl)oxy)acetyl)-N-(prop-2-yn-1-yl)glycine O=C1N(C=CC(N1)=O)[C@H]1[C@@H]([C@@H]([C@H](O1)CO)OCC(=O)N(CC(=O)O)CC#C)OC